COC1=C(C=NC=C1)C1=CC2=C(C(=N1)C)C=NN2C2=CC(=CC(=N2)OCC(C)(O)C)N2[C@@H]([C@H](C2)CS(=O)(=O)C)C 1-((6-(6-(4-methoxypyridin-3-yl)-4-methyl-1H-pyrazolo[4,3-c]pyridin-1-yl)-4-((2R,3S)-2-methyl-3-((methylsulfonyl)methyl)azetidin-1-yl)pyridin-2-yl)oxy)-2-methylpropan-2-ol